(S)-1-chloro-3-(2,6-dichloro-4-(2-(4-((R)-2-hydroxy-3-methoxypropoxy)phenyl)propan-2-yl)phenoxy)propan-2-yl acetate C(C)(=O)O[C@H](CCl)COC1=C(C=C(C=C1Cl)C(C)(C)C1=CC=C(C=C1)OC[C@@H](COC)O)Cl